BrC1=C(C=C(C=C1)S(=NC(OC(C)(C)C)=O)(=O)C1CC1)F tert-butyl N-[(4-bromo-3-fluoro-phenyl)-cyclopropyl-oxo-sulfanylidene]carbamate